2-Methoxy-5-(6-(6-methylpyridin-2-yl)-2,3-dihydro-1H-imidazo[1,2-a]imidazol-5-yl)aniline COC1=C(N)C=C(C=C1)C1=C(N=C2N1CCN2)C2=NC(=CC=C2)C